[I-].C(C)(C)[P+](C1=CC=CC=C1)(C1=CC=CC=C1)C1=CC=CC=C1 isopropyl-(triphenyl)phosphonium iodide